FCC(CF)N 1,3-difluoro-propan-2-amine